FC(C1=CC=C(C(=O)C=2C(=NC=CN2)N2CCN(CC2)C(C=C)=O)C=C1)(F)F (4-(3-(4-(trifluoromethyl)benzoyl)pyrazin-2-yl)piperazin-1-yl)prop-2-en-1-one